ClC1=C(C=C2C(C=CN(C2=C1)C1CC1)=O)F 7-chloro-1-cyclopropyl-6-fluoro-4-oxo-1,4-dihydroquinoline